tert-butyl (2S,5R)-5-amino-2-methylpiperidine-1-carboxylate N[C@@H]1CC[C@@H](N(C1)C(=O)OC(C)(C)C)C